2,5-bis(2-octyldodecyl)pyrrole C(CCCCCCC)C(CC=1NC(=CC1)CC(CCCCCCCCCC)CCCCCCCC)CCCCCCCCCC